4-((4-((4,4-difluoropiperidin-1-yl)methyl)-3-fluorobenzyl)thio)-6-fluoro-1-oxoisoindole FC1(CCN(CC1)CC1=C(C=C(CSC2=C3C=NC(C3=CC(=C2)F)=O)C=C1)F)F